tert-butyl-2-{[(2R,7aS)-2-fluoro-hexahydropyrrolizin-7a-yl]methoxy}-4-(3-ethynylpiperidin-1-yl)-7-[8-fluoro-3-(methoxymethoxy)naphthalen-1-yl]-8-methylpyrano[4,3-d]pyrimidin-5-one C(C)(C)(C)N1C(N=C(C2=C1C(=C(OC2=O)C2=CC(=CC1=CC=CC(=C21)F)OCOC)C)N2CC(CCC2)C#C)OC[C@]21CCCN1C[C@@H](C2)F